Alloisoleucine-13C6 methyl-3-amino-5-[4-(trifluoromethoxy)phenyl]Sulfonyl-pyridine-2-carboxylate CC1=C(C(=NC=C1S(=O)(=O)C1=CC=C(C=C1)OC(F)(F)F)C(=O)O)N.N[13C@@H]([13C@H]([13CH3])[13CH2][13CH3])[13C](=O)O